CC(C=C)(CC\C=C(/CCC=C(C)C)\C)CC(=O)O.C(C)(=O)OC(C)(C=C)CCC=C(C)CCC=C(C)C Nerolidyl Acetate ((Z)-3,7,11-trimethyldodeca-1,6,10-trien-3-yl acetate)